C(=CC1=C(C=C(C=C1)N=NS(=O)(=O)[O-])S(=O)(=O)O)C1=C(C=C(C=C1)N=NS(=O)(=O)[O-])S(=O)(=O)O.[K+].[K+].[K+].[K+].C(=CC1=C(C=C(C=C1)N=NS(=O)(=O)[O-])S(=O)(=O)O)C1=C(C=C(C=C1)N=NS(=O)(=O)[O-])S(=O)(=O)O tetrapotassium 4,4'-(1,2-ethenediyl)bis[2-(3-sulfophenyl)diazenesulfonate]